NC=1C=C(C=C(C1)C(F)(F)F)[C@@H](C)NC=1C2=C(N=C(N1)NC)C=NC(=C2)N2CCC(CC2)F (R)-N4-(1-(3-amino-5-(trifluoromethyl)phenyl)ethyl)-6-(4-fluoropiperidin-1-yl)-N2-methylpyrido[3,4-d]pyrimidine-2,4-diamine